1-[(2R,4S)-4-[4-Amino-3-[2-(6-chloro-1-ethyl-1,3-benzodiazol-5-yl)ethynyl]pyrazolo[4,3-c]pyridin-1-yl]-2-(methoxymethyl)pyrrolidin-1-yl]prop-2-en-1-one NC1=NC=CC2=C1C(=NN2[C@H]2C[C@@H](N(C2)C(C=C)=O)COC)C#CC2=CC1=C(N(C=N1)CC)C=C2Cl